prop-2-en-1,1-diyl diacetate C(C)(=O)OC(C=C)OC(C)=O